CC1=NC(=NO1)C(C)C1=NC2=CC=CC=C2C(=N1)N (1-(5-methyl-1,2,4-oxadiazol-3-yl)ethyl)quinazolin-4-amine